N1C=[NH+]C=C1 3-imidazolium